C(N)(=S)NCCC[C@@H](C(N[C@@H]([C@H](CC)C)C(NC)=O)=O)NC(OC(C)(C)C)=O tert-butyl N-[(1S)-4-(carbamothioylamino)-1-{[(1S,2S)-2-methyl-1-(methylcarbamoyl)butyl]carbamoyl}butyl]carbamate